FC(C(=O)O)(F)F.C(C1=CC=CC=C1)#N benzonitrile 2,2,2-trifluoroacetate salt